CN1C(C(=CC(=C1)B1OC(C(O1)(C)C)(C)C)NC1=NC=C(C=C1)N1[C@H](CN(CC1)C1COC1)C)=O (S)-1-methyl-3-(5-(2-methyl-4-(oxetan-3-yl)-piperazin-1-yl)pyridin-2-ylamino)-5-(4,4,5,5-tetramethyl-1,3,2-dioxaborolan-2-yl)pyridin-2(1H)-one